C(C)[C@@H]1N(C[C@H](N(C1)CC1=CC(=C(C(=C1)F)F)F)C)C1=CC(N(C=2C=CC(=NC12)C#N)C)=O 8-[(2s,5r)-2-ethyl-5-methyl-4-[(3,4,5-trifluorophenyl)methyl]piperazin-1-yl]-5-methyl-6-oxo-5,6-dihydro-1,5-naphthyridine-2-carbonitrile